N-hydroxy-3-((1-isopropyl-5-phenyl-6-(trifluoromethyl)-1H-benzo[d]imidazol-2-yl)amino)benzamide ONC(C1=CC(=CC=C1)NC1=NC2=C(N1C(C)C)C=C(C(=C2)C2=CC=CC=C2)C(F)(F)F)=O